OC1COC2=CC=CC=C2C1 3-hydroxychromane